3-{4-[(3R,4S)-4-Amino-3-methoxypiperidin-1-yl]-3-(3,5-difluorophenyl)chinolin-6-yl}-2-(methoxymethoxy)benzonitril N[C@@H]1[C@@H](CN(CC1)C1=C(C=NC2=CC=C(C=C12)C=1C(=C(C#N)C=CC1)OCOC)C1=CC(=CC(=C1)F)F)OC